N-(2,6-dibromobenzyl)-N-(4-fluorobenzyl)-4-(3-(pyridin-4-ylmethyl)ureido)benzenesulfonamide tert-Butyl-4-(4-bromophenyl)-4-hydroxyazepane-1-carboxylate C(C)(C)(C)OC(=O)N1CCC(CCC1)(O)C1=CC=C(C=C1)Br.BrC1=C(CN(S(=O)(=O)C2=CC=C(C=C2)NC(=O)NCC2=CC=NC=C2)CC2=CC=C(C=C2)F)C(=CC=C1)Br